ClC(C(C(=O)N)(F)F)Cl 3,3-dichloro-2,2-difluoropropionamide